FC(COC1=NC=C(C(=N1)O)[N+](=O)[O-])F 2-(2,2-difluoroethoxy)-5-nitropyrimidin-4-ol